C(#C)C1=C(SC=C1)CC(=O)C1=CC=CC=C1 2-(3-ethynyl-thienyl)acetophenone